NC1=C(C=2C(=NC(=C(C2)C)C)N1C1=C(C(=CC(=C1F)OC)OC)F)C#N 2-amino-1-(2,6-difluoro-3,5-dimethoxyphenyl)-5,6-dimethyl-1H-pyrrolo[2,3-b]pyridine-3-carbonitrile